C1(CC1)COC1=NC=2N(C(C=NC2C=N1)=O)C1=CC=C(C=C1)OC(F)F 2-(cyclopropylmethoxy)-8-(4-(difluoromethoxy)phenyl)pteridin-7(8H)-one